2-[4-(2-hydroxyethyl)-1-piperazinyl]propanesulfonic acid OCCN1CCN(CC1)C(CS(=O)(=O)O)C